C(#N)C1(CCC(CC1)C(=O)OC(C)OC(CCCC[C@@H]1S(SCC1)=O)=O)C1=CC(=C(C=C1)OC)OC1CCCC1 1-((5-((3S)-2-oxido-1,2-dithiolan-3-yl)pentanoyl)oxy)ethyl (1r,4s)-4-cyano-4-(3-(cyclopentyloxy)-4-methoxyphenyl)cyclohexane-1-carboxylate